Methyl 5-(6-chloro-1-(tetrahydro-2H-pyran-2-yl)-4-(4,4,5,5-tetramethyl-1,3,2-dioxaborolan-2-yl)-1H-indazol-5-yl)-2-fluoropentanoate ClC1=C(C(=C2C=NN(C2=C1)C1OCCCC1)B1OC(C(O1)(C)C)(C)C)CCCC(C(=O)OC)F